C=1(C(=CC=CC1)C(=O)C=CC1=CC=CC=C1)C toluoyl-styrene